N-(5-isobutyryl-6-(3-(2-oxopiperidin-1-yl)benzyl)-5-azaspiro[2.4]heptan-7-yl)methanesulfonamide C(C(C)C)(=O)N1CC2(CC2)C(C1CC1=CC(=CC=C1)N1C(CCCC1)=O)NS(=O)(=O)C